FC(CC[Si](C1=CC=CC=C1)(C)C)(C1=CC(=CC=C1)OC)F (3,3-difluoro-3-(3-methoxyphenyl)propyl)dimethyl-(phenyl)silane